12-chloro-2-(difluoromethoxy)-6-methyl-6,7-dihydro-7,14-methanopyrido[3,2-c]pyrido[1',2':1,5]pyrazolo[4,3-f]azocin-5(14H)-one ClC1=CC=2N(N=C3C2C2C4=C(C(N(C3C2)C)=O)C=CC(=N4)OC(F)F)C=C1